4-(3-amino-6-(2-hydroxyphenyl)pyridazin-4-yl)-1,4-diazepan NC=1N=NC(=CC1N1CCNCCC1)C1=C(C=CC=C1)O